OC(C)C1=C(C=CC=C1C)O 2-(1-hydroxyethyl)-3-methylphenol